2-(5-(1-(trifluoromethyl)cyclopropyl)thiophen-2-yl)acetic acid FC(C1(CC1)C1=CC=C(S1)CC(=O)O)(F)F